OC1=C(C=C(C=C1)/C=C/C(=O)N1CCN(CC1)S(=O)(=O)C1=CC=C(C=C1)[N+](=O)[O-])OC (E)-3-(4-hydroxy-3-methoxyphenyl)-1-(4-((4-nitrophenyl)sulfonyl)piperazin-1-yl)prop-2-en-1-one